F[C@H]1CN(CC1N1C=NC(=C1)C=O)C(=O)[O-] (S)-3-fluoro-4-(4-formyl-1H-imidazol-1-yl)pyrrolidine-1-carboxylate